C(C)(=O)OCC(CF)OC1=C(C=C(C=C1)Br)C(CC)(F)F 2-(4-bromo-2-(1,1-difluoropropyl)phenoxy)-3-fluoropropyl acetate